(S)-3-aminoheptanoic acid N[C@H](CC(=O)O)CCCC